N1(CCC1)C1=NC=C(C=C1C#N)C1=NNC2=CC(=C(C=C12)O[C@H](C)C1=C(C=NC=C1Cl)Cl)Cl 2-(azetidin-1-yl)-5-[6-chloro-5-[(1R)-1-(3,5-dichloro-4-pyridyl)ethoxy]-1H-indazol-3-yl]pyridine-3-carbonitrile